Cl.C1(=CC=CC=C1)C1=CC=2C3=C(NC2C=C1)CCNC3 8-Phenyl-2,3,4,5-tetrahydro-1H-pyrido[4,3-b]indole hydrochloride